2-(bromomethyl)-5-nitrothiophene BrCC=1SC(=CC1)[N+](=O)[O-]